3-[2-(3,3-difluoropyrrolidin-1-yl)-4-(2-fluoro-phenyl)-3-pyridyl]-1-methyl-1-[(5-methyl-2-furyl)methyl]urea FC1(CN(CC1)C1=NC=CC(=C1NC(N(CC=1OC(=CC1)C)C)=O)C1=C(C=CC=C1)F)F